C1=NC=CC2=CC=CC(=C12)C1=C(C(=O)N)C=CC=C1 (isoquinolin-8-yl)benzamide